dihydroxyethyl-dithiocarbamic acid ammonium salt [NH4+].OC(CNC([S-])=S)O